8-(4-morpholinobutanamido)quinoline-4-carboxylic acid O1CCN(CC1)CCCC(=O)NC=1C=CC=C2C(=CC=NC12)C(=O)O